C(#N)C(CC=1C=2N(C=C(C1)C1CC1)C=C(N2)CN2N=NC(=C2)C(=O)NCC2=C(C(=CC=C2F)OC)F)(C)C 1-((8-(2-cyano-2-methylpropyl)-6-cyclopropylimidazo[1,2-a]pyridin-2-yl)methyl)-N-(2,6-difluoro-3-methoxybenzyl)-1H-1,2,3-triazole-4-carboxamide